5-(4-cyclohexylphenyl)-3-((2S,3S)-3-(fluoromethyl)-2-methylazetidine-1-carbonyl)-2-(pyrimidin-2-yl)pyrazolo[1,5-a]pyrimidin-7(4H)-one C1(CCCCC1)C1=CC=C(C=C1)C=1NC=2N(C(C1)=O)N=C(C2C(=O)N2[C@H]([C@H](C2)CF)C)C2=NC=CC=N2